morpholinyl-((1R,2R)-2-phenylcyclopropyl)methanone N1(CCOCC1)C(=O)[C@H]1[C@@H](C1)C1=CC=CC=C1